deoxy-7-methylguanosine C[N+]1=CN([C@H]2C[C@H](O)[C@@H](CO)O2)C=2N=C(NC(C12)=O)N